C(CCCCCCC)S(=O)(=O)[O-].C(C)(=O)C1=C(C=C(C=C1)SC1=CC=C(C=C1)[S+](C1=CC=C(C=C1)SC1=CC(=C(C=C1)C(C)=O)C)C1=CC=C(C=C1)SC1=CC(=C(C=C1)C(C)=O)C)C tris[4-(4-acetyl-3-methylphenylthio)phenyl]sulfonium octanesulfonate